4-(2-((2-(bis(4-methoxyphenyl)(phenyl)methoxy)ethyl)(4-((2,5-dimethoxy-4-((4-nitrophenyl)diazenyl)phenyl)diazenyl)-3-(hexyloxy)phenyl)amino)-ethoxy)-4-oxobutanoic acid COC1=CC=C(C=C1)C(OCCN(CCOC(CCC(=O)O)=O)C1=CC(=C(C=C1)N=NC1=C(C=C(C(=C1)OC)N=NC1=CC=C(C=C1)[N+](=O)[O-])OC)OCCCCCC)(C1=CC=CC=C1)C1=CC=C(C=C1)OC